3-(4-{[3-(methoxymethyl)phenyl]sulfamoyl}phenyl)-1-(pyridin-3-ylmethyl)urea COCC=1C=C(C=CC1)NS(=O)(=O)C1=CC=C(C=C1)NC(NCC=1C=NC=CC1)=O